CC1=CC=C(C=C1)S(=O)(=O)N (S)-p-toluenesulfonamide